C1(=CC=CC=C1)CC(=O)OCC1=CC=CC=C1 BENZYL PHENYLACETATE